F[C@@H]1CN(CC1)CC1=CC=C(NC=2C=NC(=C(N2)NC)C=2C3=C(C=NC2)N(C=N3)C)C=C1 3-[4-[[(3S)-3-Fluoropyrrolidin-1-yl]methyl]anilino]-5-(methylamino)-6-(3-methylimidazo[4,5-c]pyridin-7-yl)pyrazin